2-hydroxy-1-(4-(5-(9-phenyl-8,9-dihydro-6H-pyrido[3',2':4,5]imidazo[2,1-c][1,4]oxazin-2-yl)pyrimidin-2-yl)piperazin-1-yl)propan-1-one OC(C(=O)N1CCN(CC1)C1=NC=C(C=N1)C=1C=CC=2N=C3COCC(N3C2N1)C1=CC=CC=C1)C